((2R,3S,4R,5R)-5-(4-aminopyrrolo[2,1-f][1,2,4]triazin-7-yl)-5-cyano-3,4-dihydroxytetrahydrofuran-2-yl) methyl (2-(hexadecyloxy) ethyl) phosphate P(=O)(O[C@H]1O[C@@]([C@@H]([C@@H]1O)O)(C#N)C1=CC=C2C(=NC=NN21)N)(OC)OCCOCCCCCCCCCCCCCCCC